3,3,4,4-tetrafluoro-1,2-bis(1,1,1,2,2,4,5,5,5-nonafluoro-3,4-bis(trifluoromethyl)pent-3-yl)cyclobut-1-ene FC1(C(=C(C1(F)F)C(C(C(F)(F)F)(F)F)(C(C(F)(F)F)(C(F)(F)F)F)C(F)(F)F)C(C(C(F)(F)F)(F)F)(C(C(F)(F)F)(F)C(F)(F)F)C(F)(F)F)F